C(C)(C)(C)OC(=O)N1C[C@H]([C@@H](CC1)OC1=NC=C(C=C1)OC(C)C)OCC |r| (±)-trans-tert-butyl-4-((5-isopropoxypyridin-2-yl) oxy)-3-ethoxypiperidine-1-carboxylate